N-((4RS,5RS)-3-(((S*)-2-cyanopropanamido)methyl)-7-ethyl-4-(4-fluorophenyl)-6-oxo-1-phenyl-4,5,6,7-tetrahydro-1H-pyrazolo[3,4-b]pyridin-5-yl)-3-(trifluoromethyl)benzamide C(#N)[C@@H](C(=O)NCC1=NN(C=2N(C([C@@H]([C@@H](C21)C2=CC=C(C=C2)F)NC(C2=CC(=CC=C2)C(F)(F)F)=O)=O)CC)C2=CC=CC=C2)C |o1:2,&1:13,14|